1-((2R,3R,4R,5R)-5-ethynyl-3-fluoro-4-hydroxy-5-(hydroxymethyl)tetrahydro-furan-2-yl)pyrimidine-2,4(1H,3H)-dione C(#C)[C@]1([C@H]([C@H]([C@@H](O1)N1C(NC(C=C1)=O)=O)F)O)CO